C(#N)C=1C(=CC(=NC1)NC(=O)N1CCCC2=CC(=C(N=C12)C=O)CN1C(CN(CC1)C)=O)NCCSC1CCCC1 N-(5-cyano-4-((2-(cyclopentylthio)ethyl)amino)pyridin-2-yl)-7-formyl-6-((4-methyl-2-oxopiperazin-1-yl)methyl)-3,4-dihydro-1,8-naphthyridine-1(2H)-carboxamide